[(4S)-1-[(1R)-1-[3-[[(4S)-chroman-4-yl]carbamoyl]phenyl]butyl]-4-ethyl-6-oxo-4-phenyl-hexahydropyrimidin-2-ylidene]ammonium O1CC[C@@H](C2=CC=CC=C12)NC(=O)C=1C=C(C=CC1)[C@@H](CCC)N1C(N[C@@](CC1=O)(C1=CC=CC=C1)CC)=[NH2+]